ClC1=C(C(=O)N2COC3=C(C2)C=CC=C3C3=CC(=C(C(=O)O)C=C3F)N3C2COCC3CC2)C(=CC(=C1)N1CC2(C1)CN(C2)CC(F)F)Cl 4-[3-[2,6-Dichloro-4-[6-(2,2-difluoroethyl)-2,6-diazaspiro[3.3]heptan-2-yl]benzoyl]-2,4-dihydro-1,3-benzoxazin-8-yl]-5-fluoro-2-(3-oxa-8-azabicyclo[3.2.1]oct-8-yl)benzoic acid